FC(C=1C=C2C=CC=C(C2=CC1)C1=C(C=2N=C(N=C(C2C=N1)N1C[C@H]2C[C@H]([C@@H](C1)C2)O)OC[C@]21CCCN1C[C@@H](C2)F)F)F (1R,5R,6R)-3-(7-(6-(difluoromethyl)naphthalen-1-yl)-8-fluoro-2-(((2R,7aS)-2-fluorotetrahydro-1H-pyrrolizin-7a(5H)-yl)methoxy)pyrido[4,3-d]pyrimidin-4-yl)-3-azabicyclo[3.2.1]octan-6-ol